1-methoxy-4-(3-methyl-4-phenethoxy-but-3-en-1-yl)benzene COC1=CC=C(C=C1)CCC(=COCCC1=CC=CC=C1)C